OC=1C=C2C(=CNC2=CC1)CCNC(=O)C1(C(NCCC1)=O)C N-(2-(5-hydroxy-1H-indol-3-yl)ethyl)-3-methyl-2-oxopiperidine-3-carboxamide